methyl (s)-dimethylphosphoramidochloridate CN([P@@](OC)(=O)Cl)C